N1CCC(CCC1)N1C=NC2=CC(=CC(=C2C1=O)F)C=1C=C(C=2N(C1)C=C(N2)C)F 3-(azepan-4-yl)-5-fluoro-7-{8-fluoro-2-methylimidazo[1,2-a]pyridin-6-yl}quinazolin-4-one